(R)-2-(5-(5-(1-(3,5-dichloropyridazin-4-yl)ethoxy)-1H-indazol-3-yl)pyridin-2-yl)-6-oxa-2-azaspiro[3.4]octane ClC=1N=NC=C(C1[C@@H](C)OC=1C=C2C(=NNC2=CC1)C=1C=CC(=NC1)N1CC2(C1)COCC2)Cl